C1(CCC1)N1C(=NC2=C1C(=C(C=C2)CC(C)(C)O)F)NC(CC(C)(C)C)=O N-(1-cyclobutyl-7-fluoro-6-(2-hydroxy-2-methylpropyl)-1H-benzo[d]imidazol-2-yl)-3,3-dimethylbutanamide